C(C)(=O)NCC1=NN(C=2N(C([C@H]([C@H](C21)C2=CC=C(C=C2)F)NC(C2=CC(=CC=C2)C(F)(F)F)=O)=O)CC)C2=CC=CC=C2 N-[(4S,5S)-3-(acetamidomethyl)-7-ethyl-4-(4-fluorophenyl)-6-oxo-1-phenyl-1H,4H,5H,6H,7H-pyrazolo[3,4-b]pyridin-5-yl]-3-(trifluoromethyl)benzamide